methyl (S)-2-((3-aminobicyclo[1.1.1]pentan-1-yl) methyl)-1-(oxetan-2-ylmethyl)-1H-benzo[d]imidazole-6-carboxylate NC12CC(C1)(C2)CC2=NC1=C(N2C[C@H]2OCC2)C=C(C=C1)C(=O)OC